azetidin-1-yl-[1-[1-[5-[5-(trifluoromethyl)-1,2,4-oxadiazol-3-yl]-2-thienyl]ethyl]pyrazol-4-yl]methanone N1(CCC1)C(=O)C=1C=NN(C1)C(C)C=1SC(=CC1)C1=NOC(=N1)C(F)(F)F